C(CCC)N(C1=CC=C(CO)C=C1)CCCC 4-(dibutylamino)benzyl alcohol